benzyl (3S)-3-[cis-3-azabicyclo[3.1.0]hexane-3-carbonyl]-3,4-dihydro-1H-isoquinoline-2-carboxylate [C@@H]12CN(C[C@H]2C1)C(=O)[C@H]1N(CC2=CC=CC=C2C1)C(=O)OCC1=CC=CC=C1